C(C(=O)C(CO)(C(=O)[O-])O)OP(=O)([O-])[O-] The molecule is major microspecies at pH 7.3 It is a hydroxy monocarboxylic acid anion and a phosphoric ester. It derives from a 3-oxoisoapionate.